5-cyclooctyloxycarbonylamino-3-(1-butyl-1,2,3,6-tetrahydropyridin-4-yl)-1H-indole C1(CCCCCCC1)OC(=O)NC=1C=C2C(=CNC2=CC1)C=1CCN(CC1)CCCC